C(C)(=O)C1=CC(=C(COC2=CC=CC(=N2)C=2CCN(CC2)CC2=NC3=C(N2C[C@H]2OCC2)C=C(C=C3)C(=O)[O-])C=C1)Cl (S)-2-((6-((4-acetyl-2-chlorobenzyl) oxy)-3',6'-dihydro-[2,4'-bipyridin]-1'(2'H)-yl) methyl)-1-(oxetan-2-ylmethyl)-1H-benzo[d]imidazole-6-carboxylate